4-[2-[3-(4,4,5,5-tetramethyl-1,3,2-dioxaborolan-2-yl)phenoxy]ethyl]morpholine CC1(OB(OC1(C)C)C=1C=C(OCCN2CCOCC2)C=CC1)C